C(C)OC(=O)CN1C(C=NC2=CC=CC=C12)=O N-ethoxycarbonylmethylquinoxalinone